[Ca+2].[PH2]([O-])=O.[PH2]([O-])=O phosphinic acid calcium salt